CC(C=O)C(CC)C1=CC(=CC=C1)OC 2-Methyl-3-(3-Methoxyphenyl)pentanal